O=C1NC(CCC1N1C(C2=CC=CC(=C2C1=O)OCC(=O)NCCC(=O)O)=O)=O 3-(2-((2-(2,6-dioxopiperidin-3-yl)-1,3-dioxoisoindolin-4-yl)oxy)acetamido)propanoic acid